C(C)(C)(CC)[Si](OCC)(OCC)CCC tert-Amyl-n-propyldiethoxysilane